dodecane-1,12-dicarboxylic acid C(CCCCCCCCCCCC(=O)O)C(=O)O